C1(=CC=CC=C1)C1(C2=CC=CC=C2C=2C(=CC=CC12)B(O)O)C1=CC=CC=C1 9,9-diphenylfluorene-4-boronic acid